CC1=C(C=NC=C1)CSC=1NC(C2=C(N1)CCC2)=O 2-{[(4-methylpyridin-3-yl)methyl]sulfanyl}-3H,5H,6H,7H-cyclopenta[d]pyrimidin-4-one